1-(2-{4-Amino-1-tert-butyl-1H-pyrazolo[3,4-d]pyrimidin-3-yl}-3-chloro-1H-indol-6-yl)propan-1-one NC1=C2C(=NC=N1)N(N=C2C=2NC1=CC(=CC=C1C2Cl)C(CC)=O)C(C)(C)C